(R)-2-amino-1-butanol N[C@@H](CO)CC